2-[2-(1,2-dicarboxyethyl-amino)ethylamino]-butanedioic acid C(=O)(O)C(CC(=O)O)NCCNC(C(=O)O)CC(=O)O